ClC1=C(C(=O)OCC)C=CC(=C1CN(C)C(C)=S)S(=O)(=O)C ethyl 2-chloro-3-[[thioacetyl (methyl) amino] methyl]-4-methylsulfonyl-benzoate